N-(4-(chlorodifluoromethoxy)phenyl)-4-isopropyl-3-(2-oxoimidazolidin-1-yl)-5-(1H-pyrazol-5-yl)-1,2,3,3a,4,8b-hexahydrocyclopenta[b]indole-7-carboxamide ClC(OC1=CC=C(C=C1)NC(=O)C1=CC=2C3C(N(C2C(=C1)C1=CC=NN1)C(C)C)C(CC3)N3C(NCC3)=O)(F)F